(E)-N'-(4-ethylbenzylidene)benzohydrazide C(C)C1=CC=C(\C=N\NC(C2=CC=CC=C2)=O)C=C1